CC(C)(C)OC(=O)NC(CC1=CC=C(C=C1)[N+](=O)[O-])C(=O)O N-(tert-butoxycarbonyl)-4-nitrophenylalanine